NC1=NC(=CC(=C1)C[C@@H]1[C@H](N(C1=O)C(=O)N[C@H](CC)C1=CC=C(C=C1)Cl)C(=O)N(C)C=1N(C=CN1)C)C (2S,3R)-3-((2-amino-6-methylpyridin-4-yl)methyl)-N2-(1-methyl-1H-imidazol-2-yl)-N1-((R)-1-(4-chlorophenyl)propyl)-N2-methyl-4-oxoazetidine-1,2-dicarboxamide